4-(4-((5-methylpyrimidin-2-yl)oxy)phenyl)piperidin-1-ium chloride [Cl-].CC=1C=NC(=NC1)OC1=CC=C(C=C1)C1CC[NH2+]CC1